3-bromo-1-(1-methyl-1H-pyrazol-4-yl)-1H-pyrazolo[3,4-c]pyridine BrC1=NN(C2=CN=CC=C21)C=2C=NN(C2)C